4-(2-acetamido-7-bromo-6-chloro-3-Cyano-8-fluoroquinolin-4-yl)piperazine-1-carboxylate C(C)(=O)NC1=NC2=C(C(=C(C=C2C(=C1C#N)N1CCN(CC1)C(=O)[O-])Cl)Br)F